C(C=C)(=O)OC(C)CC 2-Butyl Acrylate